S-butyl-N-decanoyl-D-methionine C(CCC)[S+](CC[C@@H](NC(CCCCCCCCC)=O)C(=O)O)C